CN[C@@H]1[C@@H](CCCC1)O (1R,2S)-2-(methylamino)-cyclohexan-1-ol